CC(C)(C)C=1C=C(C=C(C1O)C(C)(C)C)C(C(=O)N)C 3,5-bis(1,1-dimethylethyl)-4-hydroxy-phenylpropionamide